FC(S(=O)(=O)OS(=O)(=O)C(F)(F)F)(F)F trifluoromethanesulfonic, anhydride